[(1S)-3-[2-[[5-[5-[tert-butyl(dimethyl)silyl]oxy-1-tetrahydropyran-2-yl-indazol-3-yl]thiazol-2-yl]methoxy]ethoxy]-1-methyl-propyl]methanesulfonate [Si](C)(C)(C(C)(C)C)OC=1C=C2C(=NN(C2=CC1)C1OCCCC1)C1=CN=C(S1)COCCOCC[C@H](C)CS(=O)(=O)[O-]